2-(3-(tert-butoxycarbonyl)-3,8-diazabicyclo[3.2.1]octan-8-yl)pyrimidine-5-carboxylic acid C(C)(C)(C)OC(=O)N1CC2CCC(C1)N2C2=NC=C(C=N2)C(=O)O